C1(CC1)C=1C(=CC(N2C(=C(SC12)C=1C=C(C=CC1)C)C(=O)O)=O)CC1=CC=CC2=CC=CC=C12 5-Cyclopropyl-4-[(1-naphthyl)methyl]-2-oxo-8-(m-tolyl)-7-thia-1-azabicyclo[4.3.0]nona-3,5,8-triene-9-carboxylic acid